tert-butyl 1-(3,5-difluorobenzyl)-2,4-dioxo-3-(6-(trifluoromethyl)pyrazin-2-yl)-1,3,8-triazaspiro[4.5]decane-8-carboxylate FC=1C=C(CN2C(N(C(C23CCN(CC3)C(=O)OC(C)(C)C)=O)C3=NC(=CN=C3)C(F)(F)F)=O)C=C(C1)F